tert-butyl (S)-4-(2-(5-chloropyridin-2-yl)-2-methylbenzo[d][1,3]dioxol-4-yl)-3,6-dihydropyridine-1(2H)-carboxylate ClC=1C=CC(=NC1)[C@@]1(OC2=C(O1)C=CC=C2C=2CCN(CC2)C(=O)OC(C)(C)C)C